1,2,4-Tris(2-cyanoethoxy)butan C(#N)CCOCC(CCOCCC#N)OCCC#N